4-methyl-1H-pyrrolo[2,3-b]pyridine-2-carboxylic acid CC1=C2C(=NC=C1)NC(=C2)C(=O)O